5-[(2,6-Dibromophenoxy)methyl]-1,3,4-oxadiazol-2(3H)-one BrC1=C(OCC2=NNC(O2)=O)C(=CC=C1)Br